2-[3-(3-chloro-5-methoxyphenyl)ureido]-4-fluorobenzamide ClC=1C=C(C=C(C1)OC)NC(NC1=C(C(=O)N)C=CC(=C1)F)=O